NCCCN(CCCN(C)C)CCCN(C)C (3-aminopropyl)bis[3-(dimethyl-amino)propyl]amine